N-[3-chloro-4-[4-(piperidine-4-carbonyl)piperazine-1-carbonyl]phenyl]-5-[2,3-difluoro-4-(3-methyl-1H-pyrazol-4-yl)phenyl]-1-methyl-imidazole-2-carboxamide ClC=1C=C(C=CC1C(=O)N1CCN(CC1)C(=O)C1CCNCC1)NC(=O)C=1N(C(=CN1)C1=C(C(=C(C=C1)C=1C(=NNC1)C)F)F)C